OC1=C(C=CC=C1)C1=CC2=C(N=N1)NC=C2C2CCN(CC2)C2=NC=C(C=N2)C2CCC(CC2)C2=NOC(=C2)C(C(=O)O)C(C)C 2-{3-[4-(2-{4-[3-(2-hydroxyphenyl)-7H-pyrrolo[2,3-c]pyridazin-5-yl]piperidin-1-yl}pyrimidin-5-yl)cyclohexyl]-1,2-oxazol-5-yl}-3-methylbutanoic acid